BrC1=CC(=C(C=C1)NC1=C(C(=O)NC=2C(=NC(=CC2)OC)C)C=CC(=C1)C(F)(F)F)C 2-((4-bromo-2-methylphenyl)amino)-N-(6-methoxy-2-methylpyridin-3-yl)-4-(trifluoromethyl)benzamide